(3aR,5r,6aS)-5-(2-fluorophenyl)octahydrocyclopenta[c]pyrrole monohydrochloride Cl.FC1=C(C=CC=C1)C1C[C@@H]2[C@@H](CNC2)C1